allyl-sulfonic acid, sodium salt [Na+].C(C=C)S(=O)(=O)[O-]